4,6-dimethyl-N-((2R)-3-methyl-1-(9-methyl-8-oxo-7-phenyl-3,9-diazaspiro[5.5]undecan-3-yl)-1-oxobutan-2-yl)picolinamide CC1=CC(=NC(=C1)C)C(=O)N[C@@H](C(=O)N1CCC2(CC1)C(C(N(CC2)C)=O)C2=CC=CC=C2)C(C)C